C1(CC1)C1=NNC2=NC=CN=C21 3-cyclopropyl-1H-pyrazolo[3,4-b]pyrazine